3-hydroxy-N,N-dimethylpyridinecarboxamide OC=1C(=NC=CC1)C(=O)N(C)C